BrC1=C(C=CC(=N1)NC(=O)[C@H]1NC[C@@H](C1)F)F (2S,4R)-N-(6-bromo-5-fluoropyridin-2-yl)-4-fluoropyrrolidine-2-carboxamide